CC1=CC=C(CN2N=CC3=CC=CC=C23)C=C1 1-(4-methylbenzyl)-1H-indazole